3-(3-(2-(tert-butyl)-4-fluorophenoxy)azetidin-1-yl)-3-oxopropanoic acid C(C)(C)(C)C1=C(OC2CN(C2)C(CC(=O)O)=O)C=CC(=C1)F